FC(C(=O)NC1=C(C=CC(=C1)C(F)(F)F)C=1N=NC(=CC1C)N[C@H]1CN(CCC1)C(C)C)(C(F)(F)F)F (R)-2,2,3,3,3-Pentafluoro-N-(2-(6-((1-isopropylpiperidin-3-yl)amino)-4-methylpyridazin-3-yl)-5-(trifluoromethyl)phenyl)propanamide